C[C@@]12NC[C@@](CC1)([C@H]2NC(OC(C)(C)C)=O)C tert-butyl ((1R,4R,7R)-1,4-dimethyl-2-azabicyclo[2.2.1]heptan-7-yl)carbamate